N-(5-cyclopentyl-1H-pyrazol-3-yl)pyrazolo[1,5-a]pyrimidin-5-amine C1(CCCC1)C1=CC(=NN1)NC1=NC=2N(C=C1)N=CC2